(2S,4R)-6-chloro-N-{3-[3-(4-chloro-3-fluorophenyl)-1H-pyrrol-1-yl]bicyclo[1.1.1]pentan-1-yl}-4-hydroxy-3,4-dihydro-2H-1-benzopyran-2-carboxamide ClC=1C=CC2=C([C@@H](C[C@H](O2)C(=O)NC23CC(C2)(C3)N3C=C(C=C3)C3=CC(=C(C=C3)Cl)F)O)C1